(1R,5S)-3-[2-(4-fluorophenyl)-3-(pyridin-4-yl)-3H-imidazo[4,5-b]pyridin-5-yl]-3,8-diazabicyclo[3.2.1]octane FC1=CC=C(C=C1)C1=NC=2C(=NC(=CC2)N2C[C@H]3CC[C@@H](C2)N3)N1C1=CC=NC=C1